C1(=CC=CC=C1)[C@H](C#CC1CC1)NC1=CC=CC=C1 (R)-N-(1-phenyl-3-cyclopropyl-2-propynyl)-aniline